CN(CCOC1=NC(=C2C(=N1)N(N=C2)C2=CC=CC=C2)NC(=O)C=2SC(=CC2)[N+](=O)[O-])C N-(6-(2-(dimethylamino)ethoxy)-1-phenyl-1H-pyrazolo[3,4-d]pyrimidin-4-yl)-5-nitrothiophene-2-carboxamide